FC(C(C(OCCC[Si](Cl)(Cl)C)(F)F)(F)F)CC(F)(F)F octafluoropentyl-oxypropyl-methyldichlorosilane